[6-[[3-(cyclopropylmethyl)-1,2,4-oxadiazol-5-yl]methyl]-2,6-diazaspiro[3.3]heptan-2-yl]-[6-(3-cyclopropyl-1,2,4-triazol-1-yl)-2-azaspiro[3.3]heptan-2-yl]methanone C1(CC1)CC1=NOC(=N1)CN1CC2(CN(C2)C(=O)N2CC3(C2)CC(C3)N3N=C(N=C3)C3CC3)C1